3,5-dichloro-4-((S)-2-(3-(cyclopropylmethoxy)-4-(difluoromethoxy)phenyl)-2-(3-(3-((2S,5R)-2,5-dimethylpiperazin-1-yl)-3-oxopropanamido)-4-methoxybenzoyloxy)ethyl)pyridine 1-oxide ClC=1C=[N+](C=C(C1C[C@H](OC(C1=CC(=C(C=C1)OC)NC(CC(=O)N1[C@H](CN[C@@H](C1)C)C)=O)=O)C1=CC(=C(C=C1)OC(F)F)OCC1CC1)Cl)[O-]